4,4'-Bis(6-acryloyloxyhexyloxy)azobenzene C(C=C)(=O)OCCCCCCOC1=CC=C(C=C1)N=NC1=CC=C(C=C1)OCCCCCCOC(C=C)=O